NCC1(CN(CC1OCC1=CC=CC=C1)C(=O)OC(C)(C)C)O[Si](C)(C)C tert-butyl 3-(aminomethyl)-4-(benzyloxy)-3-((trimethylsilyl)oxy)pyrrolidine-1-carboxylate